BrC1=C2C=NN(C2=CC(=C1C=CCl)Cl)C1OCCCC1 4-bromo-6-chloro-5-(2-chlorovinyl)-1-(tetrahydro-2H-pyran-2-yl)-1H-indazole